tert-butyl (3R)-4-(2-((4-(3-(3-amino-6-chloropyridazin-4-yl)-3,8-diazabicyclo[3.2.1]octan-8-yl)pyridin-2-yl)oxy)ethyl)-3-methylpiperazine-1-carboxylate NC=1N=NC(=CC1N1CC2CCC(C1)N2C2=CC(=NC=C2)OCCN2[C@@H](CN(CC2)C(=O)OC(C)(C)C)C)Cl